BrC=1C=CC=C2C(=C(C=NC12)[N+](=O)[O-])Cl 8-bromo-4-chloro-3-nitro-quinoline